N-benzoyl-L-glutamate C(C1=CC=CC=C1)(=O)N[C@@H](CCC(=O)[O-])C(=O)[O-]